3-Ethynyl-5-fluoro-N-isobutyl-1H-indole-2-carboxamide C(#C)C1=C(NC2=CC=C(C=C12)F)C(=O)NCC(C)C